4'-acetyl-4-formylbiphenyl C(C)(=O)C1=CC=C(C=C1)C1=CC=C(C=C1)C=O